p-bromomethyl-isopropyl-benzene BrCC1=CC=C(C=C1)C(C)C